ClC1=NC=C(C(=C1)N1C(C=C(C=C1C)OCC1=NC=C(C=C1F)F)=O)C1CC1 2'-chloro-5'-cyclopropyl-4-[(3,5-difluoropyridin-2-yl)methoxy]-6-methyl-[1,4'-bipyridin]-2-one